2-{5-[(4aS,8aS)-octahydro-1H-pyrido[3,4-b][1,4]oxazin-6-yl]-6-(3-chloro-5-methylphenyl)-1,8-naphthyridin-3-yl}-3-aminopyridine-4-carbonitrile N1[C@@H]2[C@@H](OCC1)CN(CC2)C2=C1C=C(C=NC1=NC=C2C2=CC(=CC(=C2)C)Cl)C2=NC=CC(=C2N)C#N